FC([C@@H](O)C1CCN(CC1)C1=C(C=C2CN(C(C2=C1)=O)C[C@H](C(C)(C)O)F)NC(=O)C=1C=NN2C1N=CC=C2)F N-[6-[4-[(1S)-2,2-Difluoro-1-hydroxy-ethyl]-1-piperidyl]-2-[(2R)-2-fluoro-3-hydroxy-3-methyl-butyl]-1-oxo-isoindolin-5-yl]pyrazolo[1,5-a]pyrimidine-3-carboxamide